4-amino-7-chloro-N-((2S)-1-methoxy-2-propanyl)-N-((6-(trifluoromethyl)-3-pyridazinyl)methyl)-1,3-dihydrofuro[3,4-c]quinoline-8-carboxamide NC1=NC=2C=C(C(=CC2C2=C1COC2)C(=O)N(CC=2N=NC(=CC2)C(F)(F)F)[C@H](COC)C)Cl